NC=1C(=C(C=CC1)C1=C2C(=C(NC2=C(C=C1)C(=O)N)C)C)C 4-(3-amino-2-methylphenyl)-2,3-dimethyl-1H-indole-7-carboxamide